CNN(C1=CC=C(C=C1)\C=C\C1=NC=CC=C1)NC (E)-N,N-dimethylamino-4-(2-(pyridin-2-yl)vinyl)aniline